BrC1=CC=C(C=C1)C=CC=O 3-(4-bromophenyl)-2-propen-1-one